1-N'-[5-chloro-6-[6-(1H-imidazol-2-yl)-7-methoxyquinolin-4-yl]oxypyridin-3-yl]-l-N-(4-fluorophenyl)cyclopropane-1,1-dicarboxamide ClC=1C=C(C=NC1OC1=CC=NC2=CC(=C(C=C12)C=1NC=CN1)OC)NC(=O)C1(CC1)C(=O)NC1=CC=C(C=C1)F